2-Methylbutyl 2-methylpropionate CC(C(=O)OCC(CC)C)C